1-(2-(2-(1-(2-hydroxy-2-methylpropyl)-1H-pyrazol-4-yl)-6-((4-isopropoxypyridin-2-yl)amino)pyrimidin-4-yl)-2,7-diazaspiro[3.5]nonan-7-yl)ethan-1-one OC(CN1N=CC(=C1)C1=NC(=CC(=N1)N1CC2(C1)CCN(CC2)C(C)=O)NC2=NC=CC(=C2)OC(C)C)(C)C